O=C(C(CCP(O)(O)=O)OC1=CC=CC=C1)N1CCC(CC1)C1=CC=C(C=C1)C(F)(F)F (4-oxo-3-phenoxy-4-(4-(4-(trifluoromethyl)phenyl)piperidin-1-yl)butyl)phosphonic acid